C(C)(C)OC(=O)OCCOC(=O)C=1N2C([C@H]([C@H]2SCC1COC)NC(\C(=N/OC)\C=1N=C(SC1)N)=O)=O (6R,7R)-7-[2-(2-amino-4-thiazolyl)-(Z)-2-(methoxyimino)-acetylamino]-3-methoxymethyl-8-oxo-5-thia-1-azabicyclo-[4.2.0]oct-2-ene-2-carboxylic acid isopropoxycarbonyloxyethyl ester